CN1C(=NC2=C(C=C(C=C2C1=O)C)S(=O)[O-])N1CCCCC1.[Na+] sodium 3,6-dimethyl-4-oxo-2-(piperidin-1-yl)-3,4-dihydroquinazoline-8-sulfinate